C(CC)NC1=NC=CC=N1 (propylamino)pyrimidin